butyl 5-((3,5-difluorophenyl)(hydroxy)methyl)thiazol-2-ylcarbamate FC=1C=C(C=C(C1)F)C(C1=CN=C(S1)NC(OCCCC)=O)O